tert-butyl N-(5-((5-ethenylpyrazin-2-yl)methoxy)-1,3,4-thiadiazol-2-yl)carbamate C(=C)C=1N=CC(=NC1)COC1=NN=C(S1)NC(OC(C)(C)C)=O